C(C)(C)(C)OC(N(C)[C@H]1CN(CC1)C1=C2N=CC(=NC2=C(C=C1)C(NC=1C=C(C=2N(C1)C=C(N2)C)F)=O)OC)=O (R)-N-{1-[8-({8-fluoro-2-methylimidazo[1,2-a]pyridin-6-yl}carbamoyl)-2-methoxyquinoxalin-5-yl]pyrrolidin-3-yl}-N-methylcarbamic acid tert-butyl ester